C1(=CC=CC2=CC=CC=C12)C1C2C=CC(C1)C2 5-(1-naphthyl)bicyclo[2.2.1]hept-2-ene